C(CCC)OCCCC(=O)N(CCCCC)CCCCC 4-butoxy-N,N-dipentylbutanamide